NC1=NC(=C(C(=N1)C(C)C)N1C(N=C(C2=C1N=C(C(=C2)Cl)C2=C(C=CC=C2)F)N2[C@H](CN[C@@H](C2)C)C)=O)C(C)C 1-(2-amino-4,6-diisopropylpyrimidin-5-yl)-6-chloro-4-((2S-5R)-2,5-dimethylpiperazin-1-yl)-7-(2-fluorophenyl)pyrido[2,3-d]pyrimidin-2(1H)-one